C1(=CC=CC=C1)C1=CC(=CC(=C1)C1=C(C(=NC(=C1N1C2=CC=C(C=C2C=2C=C(C=CC12)C1=CC=CC=C1)C1=CC=CC=C1)N1C2=CC=CC=C2C=2C=CC=CC12)N1C2=CC=CC=C2C=2C=CC=CC12)N1C2=CC=CC=C2C=2C=CC=CC12)C1=CC=CC=C1 9,9',9''-(4-([1,1':3',1''-terphenyl]-5'-yl)-5-(3,6-diphenyl-9H-carbazol-9-yl)pyridine-2,3,6-triyl)tris(9H-carbazole)